(R)-4-((2-(3-aminopiperidin-1-yl)-1H-benzo[d]imidazol-1-yl)methyl)benzonitrile N[C@H]1CN(CCC1)C1=NC2=C(N1CC1=CC=C(C#N)C=C1)C=CC=C2